C(=O)OCC1=CC=CCC1 (cyclohexen-1-en-1-yl)methanol FORMAT